2-mercapto-1H-benzo[d]iMidazole-4-carboxylic acid SC1=NC2=C(N1)C=CC=C2C(=O)O